C(C)(C)N1N=CC(=C1C1=NC=C2C(=N1)N(N=C2)CC2=CC=C(C=C2)N2N=C(C=C2C)C(F)(F)F)C 6-(1-isopropyl-4-methyl-1H-pyrazol-5-yl)-1-(4-(5-methyl-3-(trifluoromethyl)-1H-pyrazol-1-yl)benzyl)-1H-pyrazolo[3,4-d]pyrimidine